(E)-2-cyano-3-(6-(diphenylamino)naphthalen-2-yl)acrylic acid C(#N)/C(/C(=O)O)=C\C1=CC2=CC=C(C=C2C=C1)N(C1=CC=CC=C1)C1=CC=CC=C1